NC(C(=O)N)C=1N=C2N(C(C1)=O)C=C(C=C2)F 2-amino-2-(7-fluoro-4-oxo-4H-pyrido[1,2-a]pyrimidin-2-yl)acetamide